C(C)N1CCN(CC1)CC=1C=CC(=NC1)N 5-(4-ethyl-piperazin-1-yl-methyl)-2-aminopyridine